CC1=C(C=C2C(=NC=NC2=C1)NCCN1CCCCC1)[N+](=O)[O-] 1-(2-((7-methyl-6-nitroquinazolin-4-yl)amino)ethyl)piperidine